COC1CC(C1)CN[C@@H]1[C@H](CCCC1)OC=1C=C2CN(C(C2=CC1)=O)C1C(NC(CC1)=O)=O 3-(5-(((1S,2S)-2-((((1R,3S)-3-methoxycyclobutyl)methyl)amino)cyclohexyl)oxy)-1-oxoisoindolin-2-yl)piperidine-2,6-dione